CC1=NC(=NC(=C1)C)N1C=C2C(=C1)CN(C2)C=2C=1N(C=CC2)N=C(C1C=O)C=1SC=CC1 4-((3aR,6aS)-5-(4,6-dimethylpyrimidin-2-yl)pyrrolo[3,4-c]pyrrol-2(1H)-yl)(2-(thiophen-2-yl)pyrazolo[1,5-a]pyridin-3-yl)methanone